2-(2-{[(2-pyridylcyclobutyl)methyl]amino}pyrimidin-5-yl)-1,3-thiazole-5-carbonitrile N1=C(C=CC=C1)C1(CCC1)CNC1=NC=C(C=N1)C=1SC(=CN1)C#N